O=C(CCC(=O)O)OC[C@@H]1CN(C[C@@H](O1)N1C=2N=C(NC(C2N=C1)=O)NC(COC1=CC=CC=C1)=O)C(C1=CC=CC=C1)(C1=CC=CC=C1)C1=CC=CC=C1 4-Oxo-4-{[(2S,6R)-6-(6-oxo-2-[2-phenoxyacetamido]-1H-purin-9-yl)-4-tritylmorpholin-2-yl]Methoxy}Butanoic Acid